methyl (S)-7-acetamido-1,2,3-trimethoxy-10-morpholino-9-oxo-5,6,7,9-tetrahydrobenzo[a]heptalen-11-carboxylate C(C)(=O)N[C@H]1CCC2=C(C3=CC(=C(C(C=C13)=O)N1CCOCC1)C(=O)OC)C(=C(C(=C2)OC)OC)OC